tert-Butyl (2R)-4-(7-(2-((tert-butoxycarbonyl)amino)-7-fluorobenzo[d]thiazol-4-yl)-6-chloro-3-cyano-8-fluoroquinolin-4-yl)-2-methylpiperazine-1-carboxylate C(C)(C)(C)OC(=O)NC=1SC2=C(N1)C(=CC=C2F)C2=C(C=C1C(=C(C=NC1=C2F)C#N)N2C[C@H](N(CC2)C(=O)OC(C)(C)C)C)Cl